CC1(N(CCC1)C(=O)N[C@H](C(=O)O)CCN(CCCCC1=NC=2NCCCC2C=C1)CCOC(C)C)C (2S)-2-[(2,2-dimethylpyrrolidine-1-carbonyl)amino]-4-[2-isopropoxyethyl-[4-(5,6,7,8-tetrahydro-1,8-naphthyridin-2-yl)butyl]amino]butanoic acid